C(=C)SC=1SC2=C(N1)C(=CC=C2)OC 2-vinylthio-4-methoxybenzothiazole